(1S,2R)-2-((1S)-5-Bromo-8-((5-methylthiazol-2-yl)methoxy)-1-((1-oxo-1,3,3a,4,5,6-hexahydro-2H-isoindol-2-yl)methyl)-1,2,3,4-tetrahydroisochinolin-2-carbonyl)cyclohexan BrC1=C2CCN([C@@H](C2=C(C=C1)OCC=1SC(=CN1)C)CN1C(C2=CCCCC2C1)=O)C(=O)C1CCCCC1